[OH-].C(C1=CC=CC=C1)[NH2+]CC=C benzyl-allyl-ammonium hydroxide